FC1=C(C=C(C=C1)NC(C1=CN=C(C=C1)C(F)(F)F)=O)[C@H](C)NC1=CN=C2C(=N1)SC(=C2)C (S)-N-(4-fluoro-3-(1-((6-methylthieno[2,3-b]pyrazin-3-yl)amino)ethyl)phenyl)-6-(trifluoromethyl)nicotinamide